CN(C)CCCNCCCN dimethyldipropylenetriamine